1,2-diethyl-3-methylimidazolium C(C)N1C(=[N+](C=C1)C)CC